OCCN1C2=C(N(C([C@@H]3[C@@H](C1)CC(N3C3=NC(=CC(=C3)C(F)(F)F)C)=O)=O)C)C=CC=C2C (3aR,11aS)-5-(2-hydroxyethyl)-6,10-dimethyl-1-(6-methyl-4-(trifluoromethyl)pyridin-2-yl)-1,3a,4,5,10,11a-hexahydro-2H-benzo[b]pyrrolo[2,3-f][1,4]diazocine-2,11(3H)-dione